Cl.C(C)OC(CCNC1=NC(=NC(=N1)N(C)OC)NCC#C)=O 3-[4-(N-Methoxy-N-methylamino)-6-prop-2-ynylamino-[1,3,5]triazin-2-ylamino]-propionic acid ethyl ester hydrochloride